(E)-3-(2-(2-amino-5-pyrimidinyl)-4-morpholino-6-thieno[3,2-d]pyrimidinyl)-N-(1-methanesulfonyl-4-piperidinyl)acrylamide NC1=NC=C(C=N1)C=1N=C(C2=C(N1)C=C(S2)/C=C/C(=O)NC2CCN(CC2)S(=O)(=O)C)N2CCOCC2